((2R,3S,4R,5R)-5-(3-((2-(3,7-dimethyl-2,6-dioxo-2,3,6,7-tetrahydro-1H-purin-1-yl)ethoxy)carbonyl)pyridin-1-ium-1-yl)-3,4-dihydroxytetrahydrofuran-2-yl)methyl hydrogen phosphate P(=O)(OC[C@H]1O[C@H]([C@@H]([C@@H]1O)O)[N+]1=CC(=CC=C1)C(=O)OCCN1C(N(C=2N=CN(C2C1=O)C)C)=O)(O)[O-]